C(C)(C)(C)OC(=O)N(C=1C2=C(N=NC1)C(=C(S2)C[C@@H](C[C@@H]2C(C2)(F)F)NC(OC(C)(C)C)=O)C)CC=2SC=CC2 tert-butyl N-[(2R)-1-{4-[(tert-butoxy carbonyl)(thiophen-2-ylmethyl)amino]-7-methylthieno[3,2-c]pyridazin-6-yl}-3-[(1S)-2,2-difluorocyclopropyl]propan-2-yl]carbamate